5-(4-hydroxyphenyl)-2,2-dimethylpentanoic acid OC1=CC=C(C=C1)CCCC(C(=O)O)(C)C